C(C)C1C(=NOC1(C(=O)O)CC1=CC(=CC=C1)C)CNC(=O)C1=NC=CC2=CC=CC=C12.C(CCC)C=1C(=C(C=CC1)OC)O butylhydroxyanisol Ethyl-3-((isoquinoline-1-carboxamido)methyl)-5-(3-methylbenzyl)-4,5-dihydroisoxazole-5-carboxylate